dinaphtho[1,2-d:1',2'-d']Benzo[1,2-b:5,4-b']Difuran-5-amine C1=CC=CC=2C(=CC3=C(C4=C(O3)C=C3OC5=C(C3=C4)C4=CC=CC=C4C=C5)C12)N